C1=CC(=CC=C1OC2=C(C=C(C=C2)Br)Br)Br The molecule is a polybromodiphenyl ether that is diphenyl ether in which the hydrogens at the 2, 4, and 4' positions have been replaced by bromines.